(2-carboxyethyl) phosphate Hydrochloride Cl.P(=O)(OCCC(=O)O)(O)O